C(CCCC=CCC=CCC=CCC=CCC=CCC)(=O)O eicos-5,8,11,14,17-pentaenoic acid